Cl.N[C@@H]1[C@@H](CCC1)CNC(=O)C1=CN(CCS1)C=1C2=C(N=CN1)NC=C2 N-(((1S,2S)-2-aminocyclopentyl)methyl)-4-(7H-pyrrolo[2,3-d]pyrimidin-4-yl)-3,4-dihydro-2H-1,4-thiazine-6-carboxamide hydrochloride